(S)-1'-(5-((3-chloro-2-((4-(1-methyl-1H-indol-3-yl)pyrimidin-2-yl)amino)pyridine-4-yl)thio)pyrazin-2-yl)-5,7-dihydrospiro[cyclopenta[b]pyridin-6,4'-piperidine]-5-amine hydrochloride Cl.ClC=1C(=NC=CC1SC=1N=CC(=NC1)N1CCC2(CC1)[C@@H](C=1C(=NC=CC1)C2)N)NC2=NC=CC(=N2)C2=CN(C1=CC=CC=C21)C